FC(C1=NN=C(O1)C1=CC=C(CN2C=NC(=C2)C2=CC=C3CNC(C3=C2)=O)C=C1)F 6-(1-(4-(5-(difluoromethyl)-1,3,4-oxadiazol-2-yl)benzyl)-1H-imidazol-4-yl)isoindolin-1-one